BrC1=CC=2N=C(N=C(C2S1)N1C(C2C(C2C1)CC(=O)O)=O)N1[C@H](CC1)C 2-[3-{6-bromo-2-[(2S)-2-methyl-azetidin-1-yl]-thieno[3,2-d]pyrimidin-4-yl}-2-oxo-3-azabicyclo[3.1.0]hex-6-yl]acetic acid